tert-butyl N-[2-[2-[2-[2-[2-[2-[2-[2-[2-(3-amino-5-chloro-phenoxy)ethoxy]ethoxy] ethoxy]ethoxy]ethoxy]ethoxy]ethoxy] ethoxy]ethyl]-N-tert-butoxycarbonyl-carbamate NC=1C=C(OCCOCCOCCOCCOCCOCCOCCOCCOCCN(C(OC(C)(C)C)=O)C(=O)OC(C)(C)C)C=C(C1)Cl